2-(pyridin-2-yl)-5-(4-(p-tolyl)piperazin-1-yl)-4,5,6,7-tetrahydro-2H-indazol-3-ol N1=C(C=CC=C1)N1N=C2CCC(CC2=C1O)N1CCN(CC1)C1=CC=C(C=C1)C